NC=1C=C(C(=O)NCCN2C[C@@H](CC2)C)C=C(C1)C(F)(F)F 3-amino-N-[2-[(3R)-3-methylpyrrolidin-1-yl]ethyl]-5-(trifluoromethyl)benzamide